tert-butyl N-[4-chloro-3-[[2,4-dimethyl-6-(2-phenylethynyl)-3-pyridyl]carbamoyl]phenyl]carbamate ClC1=C(C=C(C=C1)NC(OC(C)(C)C)=O)C(NC=1C(=NC(=CC1C)C#CC1=CC=CC=C1)C)=O